(R)-N-((R)-1-(2-cyano-9-methyl-5-(piperidin-1-yl)imidazo[1,2-c]quinazolin-7-yl)ethyl)-2-methylpropane-2-sulfinamide C(#N)C=1N=C2N(C(=NC=3C(=CC(=CC23)C)[C@@H](C)N[S@](=O)C(C)(C)C)N2CCCCC2)C1